tert-butyl (R)-3-(6-(bis(4-methoxybenzyl)amino)-4-methylpyridin-2-yl)-4-chloro-1-fluoro-12-oxo-6a,7,9,10-tetrahydro-12H-pyrazino[2,1-c]pyrido[3,4-f][1,4]oxazepine-8(6H)-carboxylate COC1=CC=C(CN(C2=CC(=CC(=N2)C2=C(C3=C(C(N4[C@@H](CO3)CN(CC4)C(=O)OC(C)(C)C)=O)C(=N2)F)Cl)C)CC2=CC=C(C=C2)OC)C=C1